6-chloro-4-(cyclopropylethynyl)-1-(4-methoxybenzyl)-4-(trifluoromethyl)-7-vinyl-3,4-dihydroquinazolin-2(1H)-one ClC=1C=C2C(NC(N(C2=CC1C=C)CC1=CC=C(C=C1)OC)=O)(C(F)(F)F)C#CC1CC1